N-[(3S)-9-fluoro-2-oxo-5-phenyl-1,3-dihydro-1,4-benzodiazepine-3-Yl]-2-[2-fluoro-6-(prop-2-ylamino)pyridin-3-yl]pyrazolo[1,5-a]pyrimidine-3-carboxamide FC1=CC=CC=2C(=N[C@@H](C(NC21)=O)NC(=O)C=2C(=NN1C2N=CC=C1)C=1C(=NC(=CC1)NC(C)C)F)C1=CC=CC=C1